2,11-dimethyldodecane-2,11-diol CC(C)(CCCCCCCCC(C)(O)C)O